2-chloro-6-vinylpyrimidine-4-carboxylic acid methyl ester COC(=O)C1=NC(=NC(=C1)C=C)Cl